CC=1N=C(SC1C)N1N([NH2+]C(=N1)C1=CC=CC=C1)C1=CC=CC=C1 3-(4,5-dimethyl-thiazol-2-yl)-2,5-diphenyl-tetrazolium